(S)-3-{5-[(2-amino-2,4-dimethylpentyl)oxy]-6-(difluoromethyl)pyridin-2-yl}-5-methyl-1H-pyrrolo[2,3-b]pyridine-1-carboxylic acid tert-butyl ester C(C)(C)(C)OC(=O)N1C=C(C=2C1=NC=C(C2)C)C2=NC(=C(C=C2)OC[C@@](CC(C)C)(C)N)C(F)F